(2S)-Isopropyl 2-((4-bromo-2-fluorophenoxy)((5-hydroxy-4-(hydroxymethyl)-6-methylpyridin-3-yl)methoxy)phosphorylamino)propanoate BrC1=CC(=C(OC(OP(=O)=N[C@H](C(=O)OC(C)C)C)C=2C=NC(=C(C2CO)O)C)C=C1)F